ClC=1C=C(C=CC1CN(C(=O)[C@H]1[C@H]2CC[C@@H](C1)C2)C=2C=C(C=NC2)/C=C/C(=O)OC)C2=CC=C(C=C2)N(C)C methyl (E)-3-(5-((1S,2R,4R)-N-((3-chloro-4'-(dimethylamino)-[1,1'-biphenyl]-4-yl)methyl)bicyclo[2.2.1]heptane-2-carboxamido)pyridin-3-yl)acrylate